CC1CCC=2C1=NC=C(C2)C(=O)NC2=CC(=CC=C2)S(N)(=O)=O 7-methyl-N-(3-sulfamoylphenyl)-6,7-dihydro-5H-cyclopenta[b]Pyridine-3-carboxamide